tert-butyl 6-(4-bromo-2'-(2-(dimethylamino)ethyl)-5,5'-dimethyl-1H,2'H-[3,3'-bipyrazol]-1-yl)-2-azaspiro[3.3]heptane-2-carboxylate BrC=1C(=NN(C1C)C1CC2(CN(C2)C(=O)OC(C)(C)C)C1)C=1N(N=C(C1)C)CCN(C)C